FC1(CN(C1)C(CN1C(C2=C(C=C1)SC=C2C=2C=NC(=C(C2)C)F)=O)=O)CF 5-(2-(3-fluoro-3-(fluoromethyl)azetidin-1-yl)-2-oxoethyl)-3-(6-fluoro-5-methylpyridin-3-yl)thieno[3,2-c]pyridin-4(5H)-one